ClC=1C=C(C(=NC1)OC)S(=O)(=O)NC1=C(C(=CC=C1)C1=CC2=C(N=C(N=C2)N[C@@H]2CNC(C2)=O)N(C1=O)C)F (S)-5-Chloro-N-(2-fluoro-3-(8-methyl-7-oxo-2-((5-oxopyrrolidin-3-yl)amino)-7,8-dihydropyrido[2,3-d]pyrimidin-6-yl)phenyl)-2-methoxypyridine-3-sulfonamide